4-(4-{[4-({4-[(trifluoromethyl)sulfanyl]phenyl}Amino)piperidin-1-yl]sulfonyl}phenyl)pyridine-2-carboxamide FC(F)(F)SC1=CC=C(C=C1)NC1CCN(CC1)S(=O)(=O)C1=CC=C(C=C1)C1=CC(=NC=C1)C(=O)N